BrC=1C(=C(OC2CCC(CC2)OCCN2CCN(CC2)C=2C=CC=C3C(=NN(C23)C)C2C(NC(CC2)=O)=O)C=CC1)C 3-(7-(4-(2-(((1s,4s)-4-(3-bromo-2-methylphenoxy)cyclohexyl)oxy)ethyl)piperazin-1-yl)-1-methyl-1H-indazol-3-yl)piperidine-2,6-dione